ClC1=CC=C(C=C1)C1=C(C(=NN1)SC)C#N 5-(4-chlorophenyl)-3-methylsulfanyl-1H-pyrazole-4-carbonitrile